2-methyl-9-oxo-11-{5-[(1-oxo-behenyl) oxy] pentyl}-2,8-diaza-5,10-dioxahexadecan-16-yl-behenate CN(C)CCOCCNC(OC(CCCCCOC(CCCCCCCCCCCCCCCCCCCCC)=O)CCCCCOC(CCCCCCCCCCCCCCCCCCCCC)=O)=O